[Cl-].C(=C/CCCCCCCCCCCCCCC)/[NH+]1CN(CC1)CCO (Z)-heptadecenyl-3-(2-hydroxyethyl)imidazolinium chloride